benzoyl-L-cysteine trifluoroacetate FC(C(=O)O)(F)F.C(C1=CC=CC=C1)(=O)N[C@@H](CS)C(=O)O